6-(2-cyclohexylpyrrolidin-1-yl)-4-[(3R)-3-methylmorpholin-4-yl]-1H-pyridin-2-one C1(CCCCC1)C1N(CCC1)C1=CC(=CC(N1)=O)N1[C@@H](COCC1)C